ClC1=C2C(=C(C(=NC2=CC=C1)C(=O)O)O)I.OC1=CC=C(C=C1)CC1=CC=C(C=C1)O Bis(4-hydroxyphenyl)methan chloroiodohydroxyquinolate